ethanothiol C(C)S